CC/C=C\\CO The molecule is a 2-penten-1-ol in which the double bond has (Z)-configuration. It is a volatile compound found in green tea, virgin olive oil, and broccoli. It is also used as a fragrance ingredient cosmetics, shampoos and soaps as well as in non-cosmetic products such as household cleaners and detergents. It has a role as a human metabolite, a fragrance, a plant metabolite, an insect attractant, a flavouring agent and a mammalian metabolite. It is a 2-penten-1-ol and a volatile organic compound.